CN(CCOCCOCCC(=O)OC(C)(C)C)C1=NC(=NC(=C1)C)NC1=CC=C(C=C1)NC(CC1=CC=CC=C1)=O tert-butyl 3-(2-(2-(methyl(6-methyl-2-((4-(2-phenylacetamido)phenyl)amino)pyrimidin-4-yl)amino)ethoxy)ethoxy)propanoate